[Cl-].C(CCC)N1C(N(C=C1)C)C 1-butyl-2,3-dimethyl-imidazole chloride salt